((3-methoxythiophen-2-yl)methyl)-2-(9-(pyridin-2-yl)-6-oxaspiro[4.6]undecan-9-yl)ethylamine hydrochloride Cl.COC1=C(SC=C1)CNCCC1(CCOC2(CCCC2)CC1)C1=NC=CC=C1